C1(CCCCC1)NC[Si](OC)(OC)OC N-Cyclohexylaminomethyltrimethoxysilane